C(C)(C)C=1C=C(C=CC1)NS(=O)(=O)C1=CC=CC=C1 N-(3-isopropylphenyl)benzenesulfonamide